racemic-(4,5-dihydro-7H-thieno[2,3-c]pyran-7-yl)-N-methyl-methylamine S1C=CC2=C1[C@@H](OCC2)N(C)C |r|